4-([4-[5-(azetidine-1-carbonyl)-3-(trifluoromethyl)pyrazol-1-yl]phenyl]methyl)-2-chloropyrimidine-4,5-diamine N1(CCC1)C(=O)C1=CC(=NN1C1=CC=C(C=C1)CC1(NC(=NC=C1N)Cl)N)C(F)(F)F